FC(C1=CC=C(C=C1)C(CC)N)(F)F 1-(4-(trifluoromethyl)phenyl)propane-1-amine